ClC1=C(C=C(C=C1)F)[C@H]1C=2N(CC(N1)=O)C(=NC2NC(=O)C2=NSC1=C2C=CC=C1)C(NC)=O (S)-N-(8-(2-chloro-5-fluorophenyl)-3-(methylcarbamoyl)-6-oxo-5,6,7,8-tetrahydroimidazo[1,5-a]pyrazin-1-yl)benzo[d]isothiazole-3-carboxamide